1-(2-amino-5-ethylpyrimidin-4-yl)-4-(4-fluorophenyl)piperidin-4-ol NC1=NC=C(C(=N1)N1CCC(CC1)(O)C1=CC=C(C=C1)F)CC